ClC1=CC=C(CN2[C@@H](C[C@@H](CC2)NC2=C3C(=NC=C2C(=O)NC)NC=C3)C)C=C1 4-(((2R,4R)-1-(4-chlorobenzyl)-2-methylpiperidin-4-yl)amino)-N-methyl-1H-pyrrolo[2,3-b]pyridine-5-carboxamide